N,N-Bis[[3,4,5-tris[[tert-butyl(dimethyl)silyl]oxy]phenyl]methyl]prop-2-en-1-amine [Si](C)(C)(C(C)(C)C)OC=1C=C(C=C(C1O[Si](C)(C)C(C)(C)C)O[Si](C)(C)C(C)(C)C)CN(CC=C)CC1=CC(=C(C(=C1)O[Si](C)(C)C(C)(C)C)O[Si](C)(C)C(C)(C)C)O[Si](C)(C)C(C)(C)C